((3aR,4R,6R,6as)-6-(4-amino-2-chloro-5-phenyl-7H-pyrrolo[2,3-d]pyrimidin-7-yl)-2,2-dimethyltetrahydro-4H-cyclopenta[d][1,3]dioxol-4-yl)methanol NC=1C2=C(N=C(N1)Cl)N(C=C2C2=CC=CC=C2)[C@@H]2C[C@@H]([C@@H]1[C@H]2OC(O1)(C)C)CO